N(=C=O)CC(CCCN=C=O)(C)C 1,5-Diisocyanato-2,2-dimethylpentane